ClC1=CC=C(C=C1)C1=C(C=CC=C1)CN1C2CN(CC1C2)C=2C=C1C(N(C(C1=CC2)=O)C2C(NC(CC2)=O)=O)=O 5-(6-((4'-chloro-[1,1'-biphenyl]-2-yl)methyl)-3,6-diazabicyclo[3.1.1]heptane-3-yl)-2-(2,6-dioxopiperidin-3-yl)isoindoline-1,3-dione